FC(OC1=NC=C(C=N1)C=C)F 2-(difluoromethoxy)-5-vinyl-pyrimidine